P(O)(N)O[C@H]1[C@H]([C@@H](O[C@@H]1COC(C1=CC=C(C=C1)OC)(C1=CC=C(C=C1)OC)C1=CC=CC=C1)N1C=NC=2C(NC(C3=CC=CC=C3)=O)=NC=NC12)OC N6-benzoyl-5'-O-(4,4'-dimethoxytrityl)-2'-O-methyladenosine phosphoramidite